(E)-2-cyano-3-(7-fluoro-1-phenyl-1H-indol-3-yl)acrylic acid C(#N)/C(/C(=O)O)=C\C1=CN(C2=C(C=CC=C12)F)C1=CC=CC=C1